O=C(CCCC=1N=C(N(C1)C1=CC=CC=C1)NC(C1=CC=CC=C1)=O)NCC1CCOCC1 N-(4-(4-oxo-4-(((tetrahydro-2H-pyran-4-yl)methyl)amino)butyl)-1-phenyl-1H-imidazol-2-yl)benzamide